1-(2-fluoro-6-iodophenyl)-1H-pyrazole FC1=C(C(=CC=C1)I)N1N=CC=C1